ClC=1C(=NC(=NC1)C=O)NC1=CC2=C(N(C(N2CCC(C)(C)O)=O)C)C=C1 5-chloro-4-[[3-(3-hydroxy-3-methyl-butyl)-1-methyl-2-oxo-benzimidazol-5-yl]amino]pyrimidine-2-carbaldehyde